(R)-7-((6-((dimethyl-amino)methyl)-5-(1-methyl-2-oxopiperidin-4-yl)pyridin-2-yl)amino)-4-(7-fluoro-imidazo[1,2-a]pyridin-3-yl)isoindolin-1-one CN(C)CC1=C(C=CC(=N1)NC=1C=CC(=C2CNC(C12)=O)C1=CN=C2N1C=CC(=C2)F)[C@H]2CC(N(CC2)C)=O